C1=CC(=CC=2OC3=C(C21)C=CC=C3)C3=NC(=C(N=C3C3=CC=CC=C3)C=3C=CC2=C(OC1=C2C=CC=C1)C3)C3=CC=CC=C3 2,5-bis(dibenzo[b,d]furan-3-yl)-3,6-diphenylpyrazine